N-(3-(4-chlorophenoxy)propyl)-2-ethyl-6-methylthieno[2,3-d]pyrimidin-4-amine ClC1=CC=C(OCCCNC=2C3=C(N=C(N2)CC)SC(=C3)C)C=C1